OC[C@H](C)C12CC(C1)(C2)NC(=O)C=2OC1=C(C2)C=CC=C1C1=C(C=CC=C1)OCC(F)(F)F |r| (R and S)-N-[3-(2-hydroxy-1-methyl-ethyl)-1-bicyclo[1.1.1]pentanyl]-7-[2-(2,2,2-trifluoroethoxy)phenyl]benzofuran-2-carboxamide